2-chloro-N-(4-(difluoromethyl)-5-(oxazol-2-yl)-6-oxo-1,6-dihydropyridin-2-yl)-8,8-dimethyl-7,8-dihydro-6H-cyclopenta[e]pyrazolo[1,5-a]pyrimidine-6-carboxamide ClC1=NN2C(N=CC3=C2C(CC3C(=O)NC=3NC(C(=C(C3)C(F)F)C=3OC=CN3)=O)(C)C)=C1